C[C@]12CC[C@H]3[C@H]([C@@H]1C[C@@H]([C@@H]2O)O)CCC4=C3C=CC(=C4)O[C@H]5[C@@H]([C@H]([C@@H]([C@H](O5)C(=O)[O-])O)O)O The molecule is a steroid glucuronide anion that is the conjugate base of 16-epiestriol 3-O-(beta-D-glucuronide) arising from deprotonation of the carboxylic acid function; major species at pH 7.3. It is a beta-D-glucosiduronate, a steroid glucosiduronic acid anion and a monocarboxylic acid anion. It is a conjugate base of a 16-epiestriol 3-O-(beta-D-glucuronide).